oxo-2-quinolinecarbonitrile O=C1C(N=C2C=CC=CC2=C1)C#N